N[C@H](C(=O)[O-])CCC(C)(C)C (S)-2-amino-5,5-dimethylhexanoate